C(C1=CC=CC=C1)OC(=O)N[C@H](C(=O)OC)COC(C)C methyl (2S)-2-(benzyloxycarbonylamino)-3-isopropoxypropanoate